C[Si](OC(C)CC)(C)CCSSSCC[Si](OC(C)CC)(C)C bis(dimethylsec-butoxysilylethyl) trisulfide